titanium n-propoxide [O-]CCC.[Ti+4].[O-]CCC.[O-]CCC.[O-]CCC